O1CCN(CC1)C=1OC2=C(N1)C=CC1=CC=CC=C12 2-Morpholinonaphtho[2,1-d]oxazole